C(C1=CC=CC=C1)N1C[C@H]([C@](CC1)(O)CN1C=CC2=C1N=CN=C2N(CC2=C(C=C(C=C2)N2N=CC=C2)F)C2CC2)O |o1:9,10| rel-(3R,4R)-1-benzyl-4-((4-(cyclopropyl(2-fluoro-4-(1H-pyrazol-1-yl)benzyl)amino)-7H-pyrrolo[2,3-d]pyrimidin-7-yl)methyl)piperidine-3,4-diol